N[C@H](CC1=CC=2N(C(N=CC2S1)Cl)CC1=CC=NC=C1)C 6-[(2S)-2-aminopropyl]-2-chloro-N-[(pyridin-4-yl)methyl]thieno[3,2-d]pyrimidin